CC1(OC2=CC(=C3C(=C2C2C1CCC(=C2)C)OC(OC3=O)(CC(C)=O)C3=CC=C(C=C3)[N+](=O)[O-])CCCCC)C 8,8,11-trimethyl-2-(4-nitrophenyl)-2-(2-oxopropyl)-5-pentyl-8a,9,10,12a-tetrahydro-4H,8H-benzo[c][1,3]dioxino[4,5-f]chromen-4-one